rac-N-{(1r,6s)-2,2-difluoro-6-[4-(propan-2-yl)piperazin-1-yl]cyclohexyl}-4'-methyl-1,2,3,6-tetrahydro[1,1'-biphenyl]-4-carboxamide FC1([C@@H]([C@H](CCC1)N1CCN(CC1)C(C)C)NC(=O)C=1CC[C@H](CC1)C1=CC=C(C=C1)C)F |&1:22|